3,6-bis(dimethylamino)-1,8-dimethoxy-9,10-diphenylacridine CN(C=1C=C(C=2C(C3=C(C=C(C=C3N(C2C1)C1=CC=CC=C1)N(C)C)OC)C1=CC=CC=C1)OC)C